C1(CC1)C=1C(=C(C=CC1)S(=O)C=1C=NC2=CC=CC=C2C1C1=NOCC(N1)CC1=C(C=C(C=C1)C)C)F 3-[(3-Cyclopropyl-2-fluorophenyl)sulfinyl]-4-[5-(2,4-dimethylbenzyl)-5,6-dihydro-4H-1,2,4-oxadiazin-3-yl]quinoline